(1R,5S)-3-(8-cyanoquinolin-5-yl)-N-trans-(4-(4-(Cyclopropylmethyl)piperazin-1-yl)cyclohexyl)-5-(trifluoromethyl)-3-azabicyclo[3.1.0]hexane-1-carboxamide C(#N)C=1C=CC(=C2C=CC=NC12)N1C([C@]2(C[C@]2(C1)C(F)(F)F)C(=O)N)C1CCC(CC1)N1CCN(CC1)CC1CC1